2-((2-(3-(tert-Butyl)phenyl)-1H-pyrrolo[2,3-c]pyridin-5-yl)thio)-2-methylpropanoic acid C(C)(C)(C)C=1C=C(C=CC1)C1=CC=2C(=CN=C(C2)SC(C(=O)O)(C)C)N1